N1=C(C=CC=C1)N1NN=C(C=N1)C1=NC=CC=C1 3,6-bis(pyridin-2-yl)tetrazine